pyrido-imidazole N1C=NC2=C1C=CC=N2